tert-butyl 2-(((tert-butoxycarbonyl)((3-((tert-butoxycarbonyl)oxy)-3-(difluoro(pyridin-2-ylsulfonyl)methyl)cyclobutyl)methyl)amino)methyl)-6-cyano-1H-indole-1-carboxylate C(C)(C)(C)OC(=O)N(CC1CC(C1)(C(S(=O)(=O)C1=NC=CC=C1)(F)F)OC(=O)OC(C)(C)C)CC=1N(C2=CC(=CC=C2C1)C#N)C(=O)OC(C)(C)C